(4-amino-3-((1S,4S)-4-(hydroxymethyl)-5-methyl-2,5-diazabicyclo[2.2.1]hept-2-yl)phenyl)isonicotinic acid NC1=C(C=C(C=C1)C1=C(C(=O)O)C=CN=C1)N1[C@@H]2CN([C@](C1)(C2)CO)C